C(C)OC1=C(C=CC(=N1)[C@H](CS(=O)(=O)C)N1C(NC=2C1=NC=C(C2C)C2=C(C=CC=C2)OC)=O)OC (R)-3-(1-(6-ethoxy-5-methoxypyridin-2-yl)-2-(methylsulfonyl)ethyl)-6-(2-methoxyphenyl)-7-methyl-1H-imidazo[4,5-b]pyridin-2(3H)-one